3-bromo-7-(4-(tert-butyl)naphthalen-2-yl)-2-iodothieno[2,3-c]Pyridine BrC1=C(SC2=C(N=CC=C21)C2=CC1=CC=CC=C1C(=C2)C(C)(C)C)I